FC(C12CC(C1)(C2)C2=C(C(=C1C=NC(=NN12)N[C@H]1[C@@H](COCC1)O)F)C#N)F 7-(3-(difluoromethyl)bicyclo[1.1.1]pentan-1-yl)-5-fluoro-2-(((3S,4R)-3-hydroxytetrahydro-2H-pyran-4-yl)amino)pyrrolo[2,1-f][1,2,4]triazine-6-carbonitrile